ethyl-1-(3-chloro-5-iodo-6-(3-methoxypropyl)pyrazin-2-yl)piperidine-4-carbonitrile C(C)C1N(CCC(C1)C#N)C1=NC(=C(N=C1Cl)I)CCCOC